2-(5-{5-[7-(Pyrrolidin-1-yl)-6,7,8,9-tetrahydro-5H-benzo[7]annulen-2-yl]-1H-pyrazolo[3,4-b]pyridin-3-yl}pyridin-2-yl)propan-2-ol N1(CCCC1)C1CCC2=C(CC1)C=C(C=C2)C=2C=C1C(=NC2)NN=C1C=1C=CC(=NC1)C(C)(C)O